3-(morpholinomethyldiethoxysilyl)styrene O1CCN(CC1)C[Si](C=1C=C(C=C)C=CC1)(OCC)OCC